P(=O)(OCC1C2=CC=CC=C2C=2C=CC=CC12)(OCC1C2=CC=CC=C2C=2C=CC=CC12)OCC=C(CCC)CO[Si](C1=CC=CC=C1)(C1=CC=CC=C1)C(C)(C)C (E)-bis((9H-fluoren-9-yl)methyl) (3-(((tert-butyldiphenylsilyl)oxy)methyl)hex-2-en-1-yl) phosphate